(E)-1-(4-Hydroxyphenyl)-3-[4-(pyridin-4-ylmethoxy)phenyl]prop-2-en-1-one OC1=CC=C(C=C1)C(\C=C\C1=CC=C(C=C1)OCC1=CC=NC=C1)=O